Trimethyl-ammonium tetrakis(perfluoronaphthyl)borate FC1=C(C2=C(C(=C(C(=C2C(=C1F)F)F)F)F)F)[B-](C1=C(C(=C(C2=C(C(=C(C(=C12)F)F)F)F)F)F)F)(C1=C(C(=C(C2=C(C(=C(C(=C12)F)F)F)F)F)F)F)C1=C(C(=C(C2=C(C(=C(C(=C12)F)F)F)F)F)F)F.C[NH+](C)C